CC1=C(C(=O)OCC2=CC=C(C=C2)C(C(=O)O)C([2H])[2H])C=CC(=C1)C 2-(4-(((2,4-dimethylbenzoyl)oxy)methyl)phenyl)Propionic acid-3,3-d2